methylenebis(4,6-di-t-butylphenyl)-2-ethylhexyl phosphite P(OC(C(C(CCC)=C)CC)(C1=CC=C(C=C1C(C)(C)C)C(C)(C)C)C1=CC=C(C=C1C(C)(C)C)C(C)(C)C)([O-])[O-]